FC1=CC=C(C=C1)[C@@H]1N(CCC2=CC=CC=C12)C(=O)[C@H]1C[C@@H]2OCCN[C@@H]2CO1 ((S)-1-(4-fluorophenyl)-3,4-dihydro-isoquinolin-2(1H)-yl)((4aR,7R,8aS)-hexahydro-2H,5H-pyrano[4,3-b][1,4]oxazin-7-yl)methanone